ethyl 1-(4-acetamidobenzyl)-4-phenethylazepane-4-carboxylate C(C)(=O)NC1=CC=C(CN2CCC(CCC2)(C(=O)OCC)CCC2=CC=CC=C2)C=C1